C1(CC1)CNC[C@@H](C(=O)N1CCN(CC1)C=1C2=C(N=CN1)[C@@H](C[C@H]2C)O)C2=CC(=C(C=C2)Cl)Cl (S)-3-(cyclopropylmethylamino)-2-(3,4-dichlorophenyl)-1-(4-((5R,7R)-7-hydroxy-5-methyl-6,7-dihydro-5H-cyclopenta[d]pyrimidin-4-yl)piperazin-1-yl)propan-1-one